(1-cyclopropylpyrazol-4-yl)-[(2R)-morpholin-2-yl]methanone C1(CC1)N1N=CC(=C1)C(=O)[C@H]1CNCCO1